CC1=CC=C(C=C1)C(C)(C)O 2-(4-methylphenyl)-2-propanol